FC=1C=C(C=C(C1F)Cl)[N+](=O)[O-] 3,4-difluoro-5-chloronitrobenzene